N-acetyl-piperidine-2,3-dicarboxylic acid dimethyl ester COC(=O)C1N(CCCC1C(=O)OC)C(C)=O